2-(chloromethyl)-oxazole ClCC=1OC=CN1